(2R,5S)-tert-Butyl 4-(5-(4-cyanopyridin-3-yl)-2-nitrophenyl)-5-(hydroxymethyl)-2-methylpiperazine-1-carboxylate C(#N)C1=C(C=NC=C1)C=1C=CC(=C(C1)N1C[C@H](N(C[C@H]1CO)C(=O)OC(C)(C)C)C)[N+](=O)[O-]